tert-butyl 8-(4-(trifluoromethyl)-1H-imidazol-2-yl)-2,3-dihydrobenzo[f][1,4]oxazepin-4(5H)-carboxylate FC(C=1N=C(NC1)C1=CC2=C(CN(CCO2)C(=O)OC(C)(C)C)C=C1)(F)F